C(C)C1=NN2C(NC=3C(=C2)CN(C3)C[C@@H]3OCCC3)=C1 2-ethyl-6-[(2R)-tetrahydrofuran-2-ylmethyl]-6,7-dihydro-4H-pyrazolo[1,5-a]pyrrolo[3,4-d]pyrimidine